9,9'-(3',6'-di(9H-carbazol-9-yl)-[3,4'-bipyridine]-2',5'-diyl)bis(N,N-diphenyl-9H-carbazol-3-amine) C1=CC=CC=2C3=CC=CC=C3N(C12)C=1C(=NC(=C(C1C=1C=NC=CC1)N1C2=CC=CC=C2C=2C=C(C=CC12)N(C1=CC=CC=C1)C1=CC=CC=C1)N1C2=CC=CC=C2C=2C=CC=CC12)N1C2=CC=CC=C2C=2C=C(C=CC12)N(C1=CC=CC=C1)C1=CC=CC=C1